2-bromo-1-(4-fluorophenyl)ethan-1-one 4-(6-chloro-5-(methylsulfonyl)pyridin-2-Yl)-1-methyl-1H-1,2,3-triazol-5-yl-carbamate ClC1=C(C=CC(=N1)C=1N=NN(C1NC(O)=O)C)S(=O)(=O)C.BrCC(=O)C1=CC=C(C=C1)F